NC/C(/CN1N=C2C(C(N(CC2)CC(C)(C)C)=O)=C1)=C\F (E)-2-(2-(aminomethyl)-3-fluoroallyl)-5-neopentyl-2,5,6,7-tetrahydro-4H-pyrazolo[4,3-c]pyridin-4-one